methyl 6-methoxy-2-methylpyrazolo[1,5-b]pyridazine-5-carboxylate COC=1C(=CC=2N(N1)N=C(C2)C)C(=O)OC